1-(2-fluorophenyl)-1H-pyrazol-3-ol FC1=C(C=CC=C1)N1N=C(C=C1)O